CC1(CC(C2=C(C=CC=C12)NC(C)=O)C)C N-(1,1,3-trimethylindan-4-yl)acetamide